(R)-N-acetyl-α-naphthylethylamine C(C)(=O)N[C@H](C)C1=CC=CC2=CC=CC=C12